BrC1=C(N(C(=C1)C(C(F)(F)F)(C(F)(F)F)F)COC)N1N=CC(=C1)C=1C=CC(=C(C(=O)NC2(CC2)C#N)C1)Cl 5-[1-[3-bromo-1-(methoxymethyl)-5-[1,2,2,2-tetrafluoro-1-(trifluoromethyl)ethyl]pyrrol-2-yl]pyrazol-4-yl]-2-chloro-N-(1-cyanocyclopropyl)benzamide